diphenyl-N,N'-bis(3-methylphenyl)-1,1-biphenyl-4,4'-diamine C1(=CC=CC=C1)C=1C(=C(C=CC1NC1=CC(=CC=C1)C)C1=CC=C(C=C1)NC1=CC(=CC=C1)C)C1=CC=CC=C1